FC(C1=NC=CC=C1C(=O)NC1=C2C(=CC(C2=CC=C1)(C)C)CC)F 2-(difluoromethyl)-N-(3-ethyl-1,1-dimethyl-inden-4-yl)pyridine-3-carboxamide